O[C@H]1[C@@H](CCCC1)NC=1C=CC=2N(N1)C(=CN2)C#N 6-{[(1R,2R)-2-hydroxycyclohexyl]amino}imidazo[1,2-b]pyridazin-3-carbonitril